N-(3-ethylphenyl)-2-((5-(furan-2-yl)-4H-1,2,4-triazol-3-yl)thio)acetamide C(C)C=1C=C(C=CC1)NC(CSC1=NN=C(N1)C=1OC=CC1)=O